C(=C)C1=NC(=NC(=N1)C=C)C1N(CCNC1)CCOC(C(=O)O)C 2-(2-(2-(4,6-divinyl-1,3,5-triazin-2-yl)piperazin-1-yl)ethoxy)propionic acid